BrC1=CC=C2CN(C(C2=C1)=O)CCNC(OC(C)(C)C)=O tert-Butyl N-[2-(6-bromo-1-oxo-isoindolin-2-yl)ethyl]carbamate